COC[C@@H]1N(CCC1)N (2R)-2-methoxymethyl-1-amino-tetrahydropyrrole